C(C)O[C@@H]([C@]1(CN(CC1)C(C)(CC)C=1C=CC(NC1)(C(C(CC(=O)[O-])(O)C(=O)[O-])C(=O)[O-])C)CCC=1SC(=CC1)F)C1=CC=CC=C1 |o1:3,4| 5-(2-((R or S)-3-((R or S)-ethoxy(phenyl) methyl)-3-(2-(5-fluorothiophen-2-yl)ethyl)pyrrolidin-1-yl)butan-2-yl)-2-methylpyridinecitrate